tert-butylammonium butyl-triphenyl-borate C(CCC)[B-](C1=CC=CC=C1)(C1=CC=CC=C1)C1=CC=CC=C1.C(C)(C)(C)[NH3+]